N-[3-[(2R,5S)-5-(aminomethyl)-3-oxo-1,4-thiazepan-2-yl]phenyl]benzamide NC[C@H]1NC([C@H](SCC1)C=1C=C(C=CC1)NC(C1=CC=CC=C1)=O)=O